2,6-dioctadecyl-benzimidazole C(CCCCCCCCCCCCCCCCC)C=1NC2=C(N1)C=C(C=C2)CCCCCCCCCCCCCCCCCC